succinimidyl (succinimidyl propionate) C1(CCC(N1C(C(=O)ON1C(CCC1=O)=O)C)=O)=O